3-((5-(2-chlorophenyl)-1,3,4-thiadiazol-2-yl)carbamoyl)benzo[c]isoxazole-7-carboxylic acid ClC1=C(C=CC=C1)C1=NN=C(S1)NC(=O)C1=C2C(=NO1)C(=CC=C2)C(=O)O